[N-]=C=O.[N-]=C=O.C1=CC=C(C=C1)C1=CC=CC=C1 4,4'-biphenyl diisocyanate